BrC1=CC=2N(C=C1)C=C(N2)/C=C/C(=O)OCC Ethyl (E)-3-(7-bromoimidazo[1,2-a]pyridin-2-yl)acrylate